CN1C(=N\C(\C1=O)=C/C=1C=C2C=NN(C2=CC1)C)NCC1CCOCC1 (5Z)-3-Methyl-5-[(1-methylindazol-5-yl)methylene]-2-(tetrahydropyran-4-ylmethylamino)imidazol-4-one